tripropyl phosphate P(=O)(OCCC)(OCCC)OCCC